C1(=CC=CC=C1)C=1C(NC2=CC=CC=C2N1)=O 3-phenylquinoxalin-2(1H)-one